2-((2,4-Difluorobenzyl)oxy)-6-(piperidin-4-yl)pyridine 3-Hexenyl-Isobutyrate C(=CCCCC)CC(C(=O)O)C.FC1=C(COC2=NC(=CC=C2)C2CCNCC2)C=CC(=C1)F